3-(1-methyl-1H-indazol-6-yl)-6-(4-((tetrahydro-4H-pyran-4-ylidene)methyl)phenyl)-1,4-dihydrothieno[2',3':4,5]cyclopenta[1,2-c]pyrazole CN1N=CC2=CC=C(C=C12)C=1C2=C(NN1)C1=C(C2)SC(=C1)C1=CC=C(C=C1)C=C1CCOCC1